C1(=CC=CC=C1)C(C)OC(=O)CC1SCC(N1)C(=O)O 2-(alpha-phenyl-alpha-ethoxycarbonyl-methyl)thiazolidine-4-carboxylic acid